(2,5-dioxopyrrolidin-1-yl) 4-[(2,5-dioxopyrrol-1-yl)methyl]cyclohexanecarboxylate O=C1N(C(C=C1)=O)CC1CCC(CC1)C(=O)ON1C(CCC1=O)=O